C[C@@H]1N(C(OC1)=O)C1=CC=C2C=NC(=NC2=C1)NC=1C=NN(C1C)C1CCOCC1 (4S)-4-methyl-3-(2-{[5-methyl-1-(oxan-4-yl)-1H-pyrazol-4-yl]amino}quinazolin-7-yl)-1,3-oxazolidin-2-one